(6S,7S)-6-((2,5-difluoro-[1,1'-biphenyl]-3-yl)methyl)-7-(methylsulfonylamino)-5-azaspiro[2.4]heptane-5-carboxylic acid tert-butyl ester C(C)(C)(C)OC(=O)N1CC2(CC2)[C@@H]([C@@H]1CC=1C(=C(C=C(C1)F)C1=CC=CC=C1)F)NS(=O)(=O)C